3-[(trans)-2-[5-(pyrrolidin-1-ylmethyl)-2-pyridyl]vinyl]-1-tetrahydropyran-2-yl-indazol-6-amine N1(CCCC1)CC=1C=CC(=NC1)/C=C/C1=NN(C2=CC(=CC=C12)N)C1OCCCC1